FC(C=1C=C(C=CC1)C1=CC=C(C=C1)CO)(F)F [3'-(trifluoromethyl)-[1,1'-biphenyl]-4-yl]methanol